ClC=1C(=CC(=C(C1)C=1C=C2C(=NN=C(C2=CC1)NCC1=C(C=C(C=C1)OC)OC)C)OC)COC1OCCN1 6-[5-chloro-2-methoxy-4-(oxazolidin-2-yloxymethyl)phenyl]-N-[(2,4-dimethoxyphenyl)methyl]-4-methylphthalazin-1-amine